CN(C1=NC=CC(=C1)C1=COC=2C1=NC=C(C2)C2=CC=C(C=C2)N2CCN(CC2)C(=O)OC(C)(C)C)C tert-butyl 4-(4-(3-(2-(dimethylamino)pyridin-4-yl)furo[3,2-b]pyridin-6-yl)phenyl)piperazine-1-carboxylate